CC=1C(=NC(=NC1)NC=1C=NN(C1)C1C[C@H]2CC[C@@H](C1)N2CC(F)(F)F)C2=CC=C(C(=O)O)C=C2 4-(5-Methyl-2-((1-((1R,3s,5S)-8-(2,2,2-trifluoroethyl)-8-azabicyclo[3.2.1]octan-3-yl)-1H-pyrazol-4-yl)amino)pyrimidin-4-yl)benzoic acid